(5-chloro-1H-indazol-7-yl)((3aR,6aS)-2-(methylsulfonyl)octa-hydrocyclopenta[c]pyrrol-5-yl)methanol ClC=1C=C2C=NNC2=C(C1)C(O)C1C[C@@H]2[C@@H](CN(C2)S(=O)(=O)C)C1